ClC=1N=NC(=CN1)N[C@@H]1C[C@H](CC1)NC1=NC=C(C=N1)OC(F)F (1s,3s)-N1-(3-chloro-1,2,4-triazin-6-yl)-N3-(5-(difluoromethoxy)pyrimidin-2-yl)cyclopentane-1,3-diamine